O(CCCCCC1(CC1)C(=O)OCCCC)CCCCCC1(CC1)C(=O)[O-] butyl 1,1'-(oxybis(pentane-5,1-diyl))bis(cyclopropane-1-carboxylate)